ethyl 2-(4,4-difluoro-3-methylpiperidin-1-yl)-8-fluoroquinoline-3-carboxylate FC1(C(CN(CC1)C1=NC2=C(C=CC=C2C=C1C(=O)OCC)F)C)F